NC=CCC=1C(NC(NC1)=O)=O 5-(aminoallyl)uracil